Fmoc-gamma-azidohomoalanine C(=O)(OCC1C2=CC=CC=C2C2=CC=CC=C12)N[C@@H](CCN=[N+]=[N-])C(=O)O